2-(2-(4-methylpiperazino)ethylthio)-3H-pyrazolo[1,5-a][1,3,5]triazin-4-one CN1CCN(CC1)CCSC1=NC=2N(C(N1)=O)N=CC2